COC1=C(C=C(C=O)C=C1)OCCN1CCN(CC1)C 4-methoxy-3-[2-(4-methylpiperazino)ethoxy]Benzaldehyde